(S)-2-amino-2-(5-(methylsulfonyl)pyridin-2-yl)ethanol N[C@H](CO)C1=NC=C(C=C1)S(=O)(=O)C